ClC1=C(C(=CC(=C1)F)C)S(=O)(=O)N(C1=NC=NC=C1)CC1=C(C=C(C=C1)OC)OC 2-Chloro-N-(2,4-dimethoxybenzyl)-4-fluoro-6-methyl-N-(pyrimidin-4-yl)benzenesulfonamide